(5S,6S)-5-ethyl-6-((2S)-8-(4-ethyl-phenyl)-2-methyloctyl)piperazin-2-one C(C)[C@@H]1NCC(N[C@H]1C[C@H](CCCCCCC1=CC=C(C=C1)CC)C)=O